2-((R)-2-methylpyrrolidin-1-yl)-N-((S,E)-4-(methylsulfonyl)but-3-en-2-yl)-4-phenoxypyrimidine-5-carboxamide C[C@H]1N(CCC1)C1=NC=C(C(=N1)OC1=CC=CC=C1)C(=O)N[C@@H](C)\C=C\S(=O)(=O)C